C\C(=C/CC1=C(C=C(C=C1O)CCCCC#C)O)\CCC=C(C)C 2-[(2E)-3,7-dimethylocta-2,6-dien-1-yl]-5-(hex-5-yn-1-yl)benzene-1,3-diol